ClC1=CC(=C(C=C1)C1=NC(=CC=2N=C(N(C(C21)=O)C)C)C=2CCOC(C2)C=2C=NN(C2)C2CC2)F 5-(4-chloro-2-fluorophenyl)-7-(6-(1-cyclopropyl-1H-pyrazol-4-yl)-3,6-dihydro-2H-pyran-4-yl)-2,3-dimethylpyrido[4,3-d]pyrimidin-4(3H)-one